1,2-dichlorohexachlorocyclopentene ClC1=C(C(C(C1(Cl)Cl)(Cl)Cl)(Cl)Cl)Cl